imidazole fluoride phosphate P(=O)([O-])([O-])[O-].[F-].N1C=NC=C1